C(CC)(=O)[O-].[Na+] monosodium propionate